N-(6-(2-chloro-4-(5-methyl-1,2,4-oxadiazol-3-yl)phenyl)pyridin-3-yl)-4-cyano-3-(2-(dimethylamino)ethoxy)benzamid ClC1=C(C=CC(=C1)C1=NOC(=N1)C)C1=CC=C(C=N1)NC(C1=CC(=C(C=C1)C#N)OCCN(C)C)=O